C(C)(=O)C=1SC(=CN1)C(=O)NC1=NC=C(C(=C1)C(F)(F)F)Cl 2-acetyl-N-(5-chloro-4-(trifluoromethyl)pyridin-2-yl)-1,3-thiazole-5-carboxamide